rac-(R)-N-(3-(5-methyl-4-(tetrahydrofuran-3-yl)thiazol-2-yl)-1H-pyrrolo[2,3-c]pyridin-5-yl)acetamide CC1=C(N=C(S1)C1=CNC2=CN=C(C=C21)NC(C)=O)[C@@H]2COCC2 |r|